OC=1C=C(C=C2C(N(C(N2C)=[Se])CCC2=CC=CC=C2)=O)C=CC1 5-(3-hydroxybenzylidene)-1-methyl-3-phenethyl-2-selenoxoimidazolidin-4-one